(E)-2-((Z)-((R)-3-(4-chlorophenyl)-4-phenyl-4,5-dihydro-1H-pyrazol-1-yl)(((4-(trifluoromethyl)phenyl)sulfonyl)imino)methyl)guanidine ClC1=CC=C(C=C1)C1=NN(C[C@H]1C1=CC=CC=C1)\C(\N=C(N)N)=N/S(=O)(=O)C1=CC=C(C=C1)C(F)(F)F